N-(cis-3-(2-methoxyethoxy)cyclobutyl)-5-(1,5-naphthyridin-2-yl)pyrrolo[2,1-f][1,2,4]triazin-2-amine COCCO[C@H]1C[C@H](C1)NC1=NN2C(C=N1)=C(C=C2)C2=NC1=CC=CN=C1C=C2